C1(=CC=CC=C1)C1=C(C=C(C#N)C(=C1)C1=CC=CC=C1)C#N 4,6-diphenylisophthalonitril